1-methyl-4-octylbenzene CC1=CC=C(C=C1)CCCCCCCC